4-(ISOXAZOL-3-YL)ANILINE O1N=C(C=C1)C1=CC=C(N)C=C1